C(C)(=O)NC1=C(C=C(C(=C1)C)C)C acetyl-2,4,5-trimethyl-aniline